(2R,3S,5R)-5-(6-amino-2-fluoro-purin-9-yl)-4,4-dideuterio-2-ethynyl-2-(hydroxymethyl)tetrahydrofuran-3-ol NC1=C2N=CN(C2=NC(=N1)F)[C@H]1C([C@@H]([C@](O1)(CO)C#C)O)([2H])[2H]